C(C)OC(=O)C=1N=C(N(C1)C)Br 2-Bromo-1-methyl-1H-imidazole-4-carboxylic acid ethyl ester